(S)-3-(3-(4-hydroxy-1,6-dimethyl-2-oxo-1,2-dihydropyridin-3-yl)ureido)-3-(3-(p-tolyloxy)phenyl)propanoic acid ethyl ester C(C)OC(C[C@@H](C1=CC(=CC=C1)OC1=CC=C(C=C1)C)NC(=O)NC=1C(N(C(=CC1O)C)C)=O)=O